(1R,3R)-3-aminocyclobutane-1-carboxylic acid tert-butyl ester hydrochloride Cl.C(C)(C)(C)OC(=O)C1CC(C1)N